7-iodo-4-phenylisoindolin-1-one IC=1C=CC(=C2CNC(C12)=O)C1=CC=CC=C1